NC1=CC=C(OC2=CC(=C(C(=O)NC)C=C2)C)C=C1 4-(4-Aminophenoxy)-N,2-dimethylbenzamide